tert-butyl (S)-3-((4-(4,4,5,5-tetramethyl-1,3,2-dioxaborolan-2-yl)pyridin-2-yl)carbamoyl)pyrrolidine-1-carboxylate CC1(OB(OC1(C)C)C1=CC(=NC=C1)NC(=O)[C@@H]1CN(CC1)C(=O)OC(C)(C)C)C